6-fluoro-N-(1-(4-methoxyphenyl)-2-oxo-2-((4-(trimethylsilyl)phenyl)amino)ethyl)-N-methylnicotinamide FC1=NC=C(C(=O)N(C)C(C(NC2=CC=C(C=C2)[Si](C)(C)C)=O)C2=CC=C(C=C2)OC)C=C1